2-((1,1-difluoro-3-iodopropyl)sulfonyl)pyridine tert-butyl-{(1S,3R)-3-[methoxy(methyl)carbamoyl]cyclopentyl}carbamate C(C)(C)(C)N(C(O)=O)[C@@H]1C[C@@H](CC1)C(N(C)OC)=O.FC(CCI)(F)S(=O)(=O)C1=NC=CC=C1